BrC1=C2N=CC=NC2=CC=C1NC=1N(CCN1)C(=O)OCCCCCCOC(=O)N1C(=NCC1)NC=1C(=C2N=CC=NC2=CC1)Br hexane-1,6-diyl bis(2-((5-bromoquinoxalin-6-yl)amino)-4,5-dihydro-1H-imidazole-1-carboxylate)